FC(C(=O)O)(F)F.C(C)OC(=O)C1CCNCC1 Piperidine-4-carboxylic acid ethyl ester trifluoroacetate salt